OC(C#CC(=O)O)(C)C 4-HYDROXY-4-METHYLPENT-2-YNOIC ACID